FC=1C=C(OC=2C=C(C=CC2)C2NC3=C(NC(C2)=O)C=C(C(=C3)C)C(F)(F)F)C=C(C1)F 4-(3-(3,5-Difluorophenoxy)phenyl)-7-methyl-8-(trifluoromethyl)-4,5-dihydro-1H-benzo[b][1,4]diazepin-2(3H)-one